tert-butyl ((3-(hydroxymethyl)bicyclo[1.1.1]pentan-1-yl)methyl)carbamate OCC12CC(C1)(C2)CNC(OC(C)(C)C)=O